FC(C1=CC=CC=2N1N=C(C2)[C@@H]2N(CCC1=C2N=CN1)C(=O)C=1OC(=NN1)C1=NC=C(C=C1)OC)F (R)-(4-(7-(difluoromethyl)pyrazolo[1,5-a]pyridin-2-yl)-6,7-dihydro-1H-imidazo[4,5-c]pyridin-5(4H)-yl)(5-(5-methoxypyridin-2-yl)-1,3,4-oxadiazol-2-yl)methanone